1-(5-(9-aminoimidazo[2,1-a][2,6]naphthyridin-5-yl)-4-methylpyridin-2-yl)propan-1-one NC1=NC=C2C=C(N3C(C2=C1)=NC=C3)C=3C(=CC(=NC3)C(CC)=O)C